C(C)N1N=C(C=C1CN1N=CC(=C1)CNC1=NC=2N([C@H](C(NC2C(=N1)C)=O)C)C)C(F)(F)F (7S)-2-(((1-((1-ethyl-3-(trifluoromethyl)-1H-pyrazol-5-yl)methyl)-1H-pyrazol-4-yl)methyl)amino)-4,7,8-trimethyl-7,8-dihydropteridin-6(5H)-one